tert-butyl (1-(4-((1-(cis-4-formylcyclohexyl)-2-oxo-1,2-dihydropyrimidin-4-yl)carbamoyl)piperazin-1-yl)-2-methyl-1-oxopropan-2-yl)carbamate C(=O)[C@H]1CC[C@H](CC1)N1C(N=C(C=C1)NC(=O)N1CCN(CC1)C(C(C)(C)NC(OC(C)(C)C)=O)=O)=O